2-[2-[4-[(3S)-3-(5-cyano-3-pyridinyl)isoxazolidine-2-carbonyl]-1-piperidinyl]-5-fluoro-pyrimidin-4-yl]oxyacetic acid C(#N)C=1C=C(C=NC1)[C@H]1N(OCC1)C(=O)C1CCN(CC1)C1=NC=C(C(=N1)OCC(=O)O)F